CN([C@@]1(CN(CCC1)C1=CC(=C(C=C1)S(=O)(=O)NC1=NC=NC=C1)F)CCC1=CC=C(C=C1)C(F)(F)F)C (S)-4-(3-(dimethylamino)-3-(4-(trifluoromethyl)phenethyl)piperidin-1-yl)-2-fluoro-N-(pyrimidin-4-yl)benzenesulfonamide